1H-indol-7-carbonitril N1C=CC2=CC=CC(=C12)C#N